C(C)(=O)C1=NN(C2=CC=C(C=C12)C=1C=NC(=NC1)C)CC(=O)N1[C@@H]2C[C@@H]2C[C@H]1C(=O)O (1R,3S,5R)-2-(2-(3-acetyl-5-(2-methylpyrimidin-5-yl)-1H-indazol-1-yl)acetyl)-2-azabicyclo[3.1.0]hexane-3-carboxylic acid